3-(4-aminophenyl)-N-{6-[(2-aminophenyl)amino]-6-oxohexanyl}-1H-pyrazole-5-carboxamide NC1=CC=C(C=C1)C1=NNC(=C1)C(=O)NCCCCCC(=O)NC1=C(C=CC=C1)N